FC1=CC=C(C=C1)N1OCC(C1C1=CC=CC=C1)C(C)=O 2-(4-fluorophenyl)-3-phenyl-4-acetyl-isoxazoline